2-(2-chloro-6-fluoro-phenyl)-1-[(1s,3r)-6-fluoro-3-(hydroxymethyl)-5-(3-hydroxy-3-methyl-butyl)-1-methyl-3,4-dihydro-1H-isoquinolin-2-yl]ethanone ClC1=C(C(=CC=C1)F)CC(=O)N1[C@H](C2=CC=C(C(=C2C[C@@H]1CO)CCC(C)(C)O)F)C